3-(4-amino-3-(methylamino)phenyl)-1-(4-methoxyphenyl)-7-(2,2,2-trifluoroethoxy)-1,8-naphthyridin-2(1H)-one NC1=C(C=C(C=C1)C=1C(N(C2=NC(=CC=C2C1)OCC(F)(F)F)C1=CC=C(C=C1)OC)=O)NC